COC(C1=C(C(=CC=C1)C)N)=O 3-methyl-2-aminobenzoic acid methyl ester